C(C)(C)(C)N1C2=C(C3=CC=CC=C13)C1=C(O2)C(C2=CC=CC=C2C1=O)=O 5-(tert-butyl)-5H-naphtho[2',3':4,5]furo[2,3-b]indole-7,12-dione